C(C)SC(=O)NNC(=O)OC(C)(C)C tert-butyl 2-((ethylthio) carbonyl)hydrazine-1-carboxylate